(1-((5-Fluoropyridin-3-yl)methyl)-6-oxo-1,6-dihydropyridazin-3-yl)boronic acid FC=1C=C(C=NC1)CN1N=C(C=CC1=O)B(O)O